5-[7-[[5-[3-(hydroxymethyl)azetidine-1-carbonyl]-2-pyridyl]amino]-3-methyl-imidazo[4,5-b]pyridin-5-yl]oxy-4-methyl-pyridine-2-carbonitrile OCC1CN(C1)C(=O)C=1C=CC(=NC1)NC1=C2C(=NC(=C1)OC=1C(=CC(=NC1)C#N)C)N(C=N2)C